The molecule is a beta-hydroxy ketone that is 5-hydroxydecan-3-one substituted by a 4-hydroxy-3-methoxyphenyl moiety at position 1; believed to inhibit adipogenesis. It is a constituent of fresh ginger. It has a role as an antineoplastic agent and a plant metabolite. It is a beta-hydroxy ketone and a member of guaiacols. CCCCC[C@@H](CC(=O)CCC1=CC(=C(C=C1)O)OC)O